FC(OC1=C(C(=NN1C)C(F)F)CO)F (5-(difluoromethoxy)-3-(difluoromethyl)-1-methyl-1H-pyrazol-4-yl)methanol